bis(1,5-cyclooctadiene) iridium tetrakis(3,5-bis(trifluoromethyl)phenyl)borate FC(C=1C=C(C=C(C1)C(F)(F)F)[B-](C1=CC(=CC(=C1)C(F)(F)F)C(F)(F)F)(C1=CC(=CC(=C1)C(F)(F)F)C(F)(F)F)C1=CC(=CC(=C1)C(F)(F)F)C(F)(F)F)(F)F.[Ir+3].C1=CCCC=CCC1.C1=CCCC=CCC1.FC(F)(F)C=1C=C(C=C(C1)C(F)(F)F)[B-](C1=CC(=CC(=C1)C(F)(F)F)C(F)(F)F)(C1=CC(=CC(=C1)C(F)(F)F)C(F)(F)F)C1=CC(=CC(=C1)C(F)(F)F)C(F)(F)F.FC(F)(F)C=1C=C(C=C(C1)C(F)(F)F)[B-](C1=CC(=CC(=C1)C(F)(F)F)C(F)(F)F)(C1=CC(=CC(=C1)C(F)(F)F)C(F)(F)F)C1=CC(=CC(=C1)C(F)(F)F)C(F)(F)F